N12NCC3CCC4NCNC(NCC1)C4C23 1,2,8,10,12-pentazatetracyclo[9.3.2.04,15.07,16]hexadecane